4-(4-cyano-2-methoxyphenyl)-3-ethoxy-1,6-dimethyl-4,7-dihydropyrazolo[3,4-b]pyridine-5-carbonitrile C(#N)C1=CC(=C(C=C1)C1C2=C(NC(=C1C#N)C)N(N=C2OCC)C)OC